CC1=NNC(C1N=NC=1SC=CN1)=O 3-methyl-4-(thiazol-2-yldiazenyl)-1H-pyrazol-5(4H)-one